C(C)NC1=NC=C(C(=N1)N1CCCC1)C(=O)NC1=CC(=CC=C1)COC(CCNC)C1=CC=CC=C1 2-(ethylamino)-N-(3-((3-(methylamino)-1-phenylpropoxy)methyl)phenyl)-4-(pyrrolidin-1-yl)pyrimidine-5-carboxamide